2,4-dimethoxy-N-((5-(thiophen-2-yl)-1,3,4-oxadiazol-2-yl)methyl)benzamide COC1=C(C(=O)NCC=2OC(=NN2)C=2SC=CC2)C=CC(=C1)OC